2-chloro-3-(2-chloro-5-(4-difluoromethyl-3-methyl-5-oxo-1,2,4-triazole-1-yl)-4-fluorophenyl)propionic acid ClC(C(=O)O)CC1=C(C=C(C(=C1)N1N=C(N(C1=O)C(F)F)C)F)Cl